6-(methylsulfonyl)pyrimidine-5-carbonitrile CS(=O)(=O)C1=C(C=NC=N1)C#N